C1(CCC1)N1C=NC(=C1)NC1=NC(=NN2C1=CC=C2)N2[C@@H](CCC2)C2=NC=CC=C2 (S)-N-(1-cyclobutyl-1H-imidazol-4-yl)-2-(2-(pyridin-2-yl)pyrrolidin-1-yl)pyrrolo[2,1-f][1,2,4]triazin-4-amine